4-amino-2H-1,2,3-triazole NC1=NNN=C1